tert-butyl [3-(4-iodo-1H-pyrazol-1-yl)bicyclo[1.1.1]pentan-1-yl]carbamate IC=1C=NN(C1)C12CC(C1)(C2)NC(OC(C)(C)C)=O